7-((5S)-1-(4-amino-7-chloro-1-methyl-1H-pyrazolo[4,3-c]quinoline-8-carbonyl)-5-methylpiperidin-2-yl)-5-fluorospiro[benzo[b][1,4]oxazine-2,1'-cyclopropane]-3(4H)-one NC1=NC=2C=C(C(=CC2C2=C1C=NN2C)C(=O)N2C(CC[C@@H](C2)C)C=2C=C(C1=C(OC3(CC3)C(N1)=O)C2)F)Cl